C1=CC(=CC=C1SSC2=CC=C(C=C2)Cl)Cl 4,4'-dichlorodiphenyldisulfide